FC1=CC=CC(=N1)C1=CC=C(CC=2N(C(C=3N(C2)C(=NC3)C(C)C)=O)C)C=C1 6-(4-(6-fluoropyridin-2-yl)benzyl)-3-isopropyl-7-methylimidazo[1,5-a]Pyrazin-8(7H)-one